CC1=NC(=CC(=C1)C=1NC2=CC=C(C=C2C1C(C)C)C1CCN(CC1)C(CNC1CCOCC1)=O)C 1-(4-(2-(2,6-dimethylpyridin-4-yl)-3-isopropyl-1H-indol-5-yl)piperidin-1-yl)-2-((tetrahydro-2H-pyran-4-yl)amino)ethan-1-one